[O-]CCCC.[O-]CCCC.[O-]CCCC.C(CC=C)[Sn+3] 3-buten-1-yl-tin tri(n-butoxide)